3-(AZEPAN-1-YL)PROPANAL N1(CCCCCC1)CCC=O